ethyl ((R)-tert-butylsulfinyl)-D-alaninate C(C)(C)(C)[S@@](=O)N[C@H](C)C(=O)OCC